N1=CC(=CC=C1)C1N(CCOC1)C1N(C=C2C(=N1)NCC2)N2N=C(C=C2)C=2C=C(C=CC2)C pyridin-3-yl-4-(3-(m-tolyl-1H-pyrazol-1-yl)-6,7-dihydro-5H-pyrrolo[2,3-d]pyrimidin-2-yl)morpholine